N-(4-(((R)-1-Hydroxy-4-methylpentan-2-yl)amino)-6-(2-(1-methyl-1H-pyrrolo[2,3-b]pyridin-5-yl)propyl)-1,3,5-triazin-2-yl)methanesulfonamide OC[C@@H](CC(C)C)NC1=NC(=NC(=N1)CC(C)C=1C=C2C(=NC1)N(C=C2)C)NS(=O)(=O)C